CC(C#CCNC(=O)N1C=NC2=C1C=CC=C2N2CC(C2)N2CCN(CC2)C)C N-(4-Methylpent-2-ynyl)-4-(3-(4-methyl-piperazin-1-yl)azetidin-1-yl)-1H-benzo[d]imidazole-1-carboxamide